ClC=1C(=NC(=NC1)NC1CCOCC1)C1=CC=C2CN(C(C2=C1)=O)[C@@H](C(=O)N[C@H](CO)C1=CC(=NC=C1Cl)N(C)CC)C (2R)-2-(6-{5-chloro-2-[(oxan-4-yl)amino]pyrimidin-4-yl}-1-oxo-2,3-dihydro-1H-isoindol-2-yl)-N-[(1S)-1-{5-chloro-2-[ethyl(methyl)amino]pyridin-4-yl}-2-hydroxyethyl]propanamide